5-(6-aminopyridazin-3-yl)hexahydropyrrolo[3,4-c]pyrrole-2(1H)-carboxylic acid tert-butyl ester C(C)(C)(C)OC(=O)N1CC2CN(CC2C1)C=1N=NC(=CC1)N